7-(2-methacryloyloxyethoxy)-4-methylcoumarin C(C(=C)C)(=O)OCCOC1=CC=C2C(=CC(OC2=C1)=O)C